NCCNCCNCCNCCN1CCNCC1 1-[2-[[2-[[2-[(2-Aminoethyl)amino]ethyl]amino]ethyl]amino]ethyl]-piperazine